COCCCN1C(N(C2=C1C=CC=C2)CCCC)C=2C=CC=C(C2C(=O)O)O 1-(3-methoxypropyl)-3-butyl-benzimidazolesalicylic acid